5-chloro-6-hydroxy-2-(2-methylpyrazol-3-yl)thieno[2,3-b]pyridine-3-carbonitrile ClC=1C=C2C(=NC1O)SC(=C2C#N)C=2N(N=CC2)C